butoxy-7-(3-ethoxy-4-(piperazin-1-yl)benzyl)imidazo[2,1-f][1,2,4]triazin-4-amine C(CCC)OC1=NN2C(C(=N1)N)=NC=C2CC2=CC(=C(C=C2)N2CCNCC2)OCC